(4-(2-(4-Fluorophenyl)-2H-tetrazol-5-yl)piperidin-1-yl)((2S,4R)-4-hydroxy-5,5-dimethylpiperidin-2-yl)methanone FC1=CC=C(C=C1)N1N=C(N=N1)C1CCN(CC1)C(=O)[C@H]1NCC([C@@H](C1)O)(C)C